[Si](C)(C)(C)C([Si](C)(C)C)[Li] TMS(trimethylsilyl)methyllithium